BrC1=NC=CC(=C1F)NC(=O)N1CC=2C(=NN3C2C(C[C@@H](CC3)O)(F)F)CC1 |o1:20| (R*)-N-(2-Bromo-3-fluoropyridin-4-yl)-11,11-difluoro-9-hydroxy-3,4,8,9,10,11-hexahydro-1H-pyrido[4',3':3,4]pyrazolo[1,5-a]azepine-2(7H)-carboxamide